C(C1=CC=CC=C1)(=O)ONC1=C(C=CC=C1)C(=O)OC ((2-(methoxycarbonyl) phenyl) amino) benzoate